FC(C=O)=CC1=NC=CC=N1 2-fluoro-3-(pyrimidin-2-yl)prop-2-en-1-one